CCCCCOC(=O)CCC N-amyl N-butyrate